B([O-])([O-])[O-].C[NH+](C1=CC=CC=C1)C.C[NH+](C1=CC=CC=C1)C.C[NH+](C1=CC=CC=C1)C N,N-dimethylanilinium borate salt